NCCC1=C(C(=NC(=N1)NC1=CC=C(C=C1)OCCOC)N)F (2-aminoethyl)-5-fluoro-N2-(4-(2-methoxyethoxy)phenyl)pyrimidine-2,4-diamine